nickel-cobalt-iron sulfide [Fe]=S.[Co].[Ni]